N-Boc-L-glutamic acid 1-tert-butyl ester C(C)(C)(C)OC([C@@H](NC(=O)OC(C)(C)C)CCC(=O)O)=O